2-Methyl-6-(1-(tetrahydro-2H-pyran-2-yl)-1H-pyrazol-3-yl)pyridine CC1=NC(=CC=C1)C1=NN(C=C1)C1OCCCC1